C(C)(C)(C)C1=CC=C(C=C1)C=CC(=O)C1=C(C=C(C=C1)NC(C)=O)O N-[4-[3-(4-Tert-butylphenyl)prop-2-enoyl]-3-hydroxyphenyl]acetamide